N-[5-(aminosulfonyl)-4-methyl-1,3-thiazol-2-yl]-N-methyl-2-[4-(2-pyridinyl)-phenyl]acetamide hemihydrate O.NS(=O)(=O)C1=C(N=C(S1)N(C(CC1=CC=C(C=C1)C1=NC=CC=C1)=O)C)C.NS(=O)(=O)C1=C(N=C(S1)N(C(CC1=CC=C(C=C1)C1=NC=CC=C1)=O)C)C